C(CCCCCCC\C=C/C\C=C/C\C=C/CC)(=O)N[C@@H](CCC(N)=O)C(=O)O N-α-linolenoyl-glutamine